[4-(2-tert-butyl-4-chlorophenyl)piperazin-1-yl](oxo)acetic acid C(C)(C)(C)C1=C(C=CC(=C1)Cl)N1CCN(CC1)C(C(=O)O)=O